methyl (S)-4-((6-bromo-4-((3-(trifluoromethyl)phenyl)sulfonyl)-3,4-dihydro-2H-benzo[b][1,4]oxazin-2-yl)methyl)tetrahydro-2H-pyran-4-carboxylate BrC1=CC2=C(O[C@H](CN2S(=O)(=O)C2=CC(=CC=C2)C(F)(F)F)CC2(CCOCC2)C(=O)OC)C=C1